CC1(NC(CC(C1)NCCCCCCNC1CC(NC(C1)(C)C)(C)C)(C)C)C N,N'-bis-(2,2,6,6-tetramethyl-4-piperidyl)-hexamethylenediamine